zirconium dibutoxide [O-]CCCC.[O-]CCCC.[Zr+2]